P(O)(O)(=O)Cl chlorophosphoric acid